BrC1=CC(=C(C=C1)C)OCC(OCC)OCC 4-bromo-2-(2,2-diethoxyethoxy)-1-methylbenzene